methyl 6-(6,8-dioxo-2,7-diazaspiro[4.4]nonan-2-yl)nicotinate O=C1C2(CCN(C2)C2=NC=C(C(=O)OC)C=C2)CC(N1)=O